CC=1SC(=C(N1)C)CON O-[(2,4-dimethylthiazol-5-yl)methyl]hydroxylamine